N-Histidylvaline N[C@@H](CC1=CNC=N1)C(=O)N[C@@H](C(C)C)C(=O)O